ClC1=C(C(=CC=C1)F)NC(C(C)(C)C)=O N-(2-chloro-6-fluorophenyl)-2,2-dimethylpropanamide